tert-butyl (S)-5-amino-4-(5-(3-fluoro-4-(hydroxymethyl)pyridin-2-yl)-1-oxoisoindolin-2-yl)-5-oxopentanoate NC([C@H](CCC(=O)OC(C)(C)C)N1C(C2=CC=C(C=C2C1)C1=NC=CC(=C1F)CO)=O)=O